3-((Fluoromethyl)sulfonyl)-N-((2-(2-(trifluoromethyl)quinolin-8-yl)-1,6-naphthyridin-7-yl)methyl)benzofuran-5-carboxamide FCS(=O)(=O)C1=COC2=C1C=C(C=C2)C(=O)NCC2=NC=C1C=CC(=NC1=C2)C=2C=CC=C1C=CC(=NC21)C(F)(F)F